N-{[5-chloro-6-(5-methoxy-2-pyrazinyl)-2-indolyl]methyl}3-hydroxypropionamide ClC=1C=C2C=C(NC2=CC1C1=NC=C(N=C1)OC)CNC(CCO)=O